C1(=CC=CC=C1)C1=NN=C(O1)O 5-Phenyl-1,3,4-oxadiazol-2-ol